ClC=1C=C(C=C(C1)S(=O)(=O)C)NC(=O)C1=CN(C(=C1)C1=NC=C(C=C1Cl)F)C N-(3-chloro-5-(methylsulfonyl)phenyl)-5-(3-chloro-5-fluoropyridin-2-yl)-1-methyl-1H-pyrrole-3-carboxamide